6-oxo-5,6-dihydro-1,5-naphthyridine-2-carbonitrile O=C1NC=2C=CC(=NC2C=C1)C#N